(2S,3S,4R,5R)-5-(6-(benzylamino)-2-(furan-3-yl)-9H-purin-9-yl)-3,4-dihydroxyl-N-(methyl-d3)-tetrahydrofuran-2-formamide C(C1=CC=CC=C1)NC1=C2N=CN(C2=NC(=N1)C1=COC=C1)[C@H]1[C@@H]([C@@H]([C@H](O1)C(=O)NC([2H])([2H])[2H])O)O